(3R,4R)-TERT-BUTYL 3-ALLYL-4-HYDROXYPYRROLIDINE-1-CARBOXYLATE C(C=C)[C@@H]1CN(C[C@@H]1O)C(=O)OC(C)(C)C